ClC1=C(C=CC(=C1)C(F)(F)F)N1CC(CC1)C1=C(C(=O)O)C=CC=C1F 2-(1-(2-chloro-4-(trifluoromethyl)phenyl)pyrrolidin-3-yl)-3-fluorobenzoic acid